ClC=1C=CC(=C(C1)C=1N=CN(C(C1)=O)[C@H]1CCC[C@H](C(NC=2C=NN(C2C=2C=CN=C1C2)C)=O)C)C2=CC=C(C=C2)Cl (9R,13S)-13-{4-[5-chloro-2-(4-chlorophenyl)phenyl]-6-oxo-1,6-dihydropyrimidin-1-yl}-3,9-dimethyl-3,4,7,15-tetraazatricyclo[12.3.1.02,6]octadeca-1(18),2(6),4,14,16-pentaen-8-one